Tert-butyl (R)-4-(2-(2-(3-fluoro-2-hydroxyphenyl)-5,6,6a,7,9,10-hexahydro-8H-pyrazino[1',2':4,5]pyrazino[2,3-c]pyridazin-8-yl)pyrimidin-5-yl)piperidine-1-carboxylate FC=1C(=C(C=CC1)C=1C=C2C(=NN1)NC[C@H]1N2CCN(C1)C1=NC=C(C=N1)C1CCN(CC1)C(=O)OC(C)(C)C)O